1-(tert-butyl)-N-((3-(8-(((3S,4R)-3-fluoro-1-methylpiperidin-4-yl)amino)-3-(1-fluorovinyl)imidazo[1,2-a]pyridin-2-yl)-1,2,4-oxadiazol-5-yl)methyl)-1H-pyrazole-4-carboxamide C(C)(C)(C)N1N=CC(=C1)C(=O)NCC1=NC(=NO1)C=1N=C2N(C=CC=C2N[C@H]2[C@H](CN(CC2)C)F)C1C(=C)F